NC1=NC(=C(C(=N1)CCC(=O)O)CCC1=CC=C(C=C1)OC)NCCCC 3-(2-amino-6-(butylamino)-5-(4-methoxyphenethyl)pyrimidin-4-yl)propionic acid